C1(=CC=CC=C1)C(=C)C1=CC=C(C=C1)[Mg]Br 4-(1-phenylvinyl)phenylmagnesium bromide